(2R)-N-{(1S)-1-cyano-2-[4-(3-methyl-2-oxo-2,3-dihydro-1,3-benzoxazol-5-yl)phenyl]ethyl}-1,4-oxaazepan-2-carboxamide C(#N)[C@H](CC1=CC=C(C=C1)C=1C=CC2=C(N(C(O2)=O)C)C1)NC(=O)[C@@H]1OCCCNC1